methyl (3S)-1-[(2S)-3-(4-bromothiazol-2-yl)-2-(tert-butoxycarbonylamino)propanoyl]hexahydropyridazine-3-carboxylate BrC=1N=C(SC1)C[C@@H](C(=O)N1N[C@@H](CCC1)C(=O)OC)NC(=O)OC(C)(C)C